CC=1C(=NOC1C)NS(=O)(=O)C1=C(C=CC=C1)C1=C(C=CC=C1)COCC 2'-(N-(4,5-dimethylisoxazol-3-yl)sulfamoyl)-2-(ethoxymethyl)-[1,1'-biphenyl]